CN1N=C(C=2C1=NC(=C(C2)C2=NOC=CC(=N2)C2=CC=C(C=C2)O)OCC2=CC(=CC=C2)C)C(F)(F)F 4-[3-(1-Methyl-6-{[(3-methylphenyl)methyl]oxy}-3-(trifluoromethyl)pyrazolo[3,4-b]pyridin-5-yl)-1,2,4-oxadiazepin-5-yl]phenol